O=C1NC(CCC1C1=NN(C2=CC(=CC=C12)OCC(=O)NC1(CCOCC1)C)C)=O 2-((3-(2,6-Dioxopiperidin-3-yl)-1-methyl-1H-indazol-6-yl)oxy)-N-(4-methyl-tetrahydro-2H-pyran-4-yl)acetamide